decyl(sulfophenoxy)benzenesulfonic acid disodium salt CCCCCCCCCCC1=C(C(=CC=C1)OC2=CC=CC=C2S(=O)(=O)[O-])S(=O)(=O)[O-].[Na+].[Na+]